FC1=CC=C(C=C1)CCCNC(=O)C=1C(OC2=C(C1)C=CC(=C2)O)=O N-(3-(4-fluorophenyl)propyl)-7-hydroxy-2-oxo-2H-benzopyran-3-carboxamide